2-bromo-8-(3-chloro-5-fluoro-phenyl)-6,8-dihydro-5H-[1,2,4]triazolo[5,1-c][1,4]oxazine BrC1=NN2C(C(OCC2)C2=CC(=CC(=C2)F)Cl)=N1